CN1C(=NC=2C1=NC=C(C2)C(=O)OC)C=2N1CC/C=C/C[C@@H]3C[C@H]3C(N[C@@H](C=3C=CC(C2)=C1N3)C)=O methyl 3-methyl-2-[(2R,5R,7R,9E)-2-methyl-4-oxo-3,13,19-triazatetracyclo[11.5.2.05,7.016,20]icosa-1(19),9,14,16(20),17-pentaen-14-yl]imidazo[4,5-b]pyridine-6-carboxylate